OCN1C(NC(C1(CO)N(C(=O)NCO)CO)=O)=O 1-[3,4-bis(hydroxymethyl)-2,5-dioxoimidazolidin-4-yl]-1,3-bis(hydroxymethyl)urea